C(N)(O[C@H]1CNC[C@@H](C1)F)=O ((3R,5R)-5-fluoropiperidin-3-yl) carbamate